tert-Butyl (2-((4-(tert-butyl)-3,5-difluorophenyl)amino)-1-(4-(methoxymethyl)phenyl)-2-oxoethyl)carbamate C(C)(C)(C)C1=C(C=C(C=C1F)NC(C(C1=CC=C(C=C1)COC)NC(OC(C)(C)C)=O)=O)F